4-amino-4-methyltetrahydro-2H-thiopyran 1,1-dioxide hydrochloride Cl.NC1(CCS(CC1)(=O)=O)C